OC1=C(C=CC=C1)C=1N=NC=2NC=3CCN([C@@H](C3C2C1)C)C1CCC(CC1)=O 4-[(3R)-12-(2-hydroxyphenyl)-3-methyl-4,8,10,11-tetrazatricyclo[7.4.0.02,7]trideca-1(9),2(7),10,12-tetraen-4-yl]cyclohexanone